BrC(C(=O)O)C.BrC(C(=O)O)C.BrC(C(=O)O)C.BrC(C(=O)O)C.C1(C=CC(N1)=O)=O Maleimide Tetra(Bromopropionate)